CN=S1(CCCCC1)=O 1-(methylimino)hexahydro-1λ6-thiopyran 1-oxide